4-chloro-1-naphthylalanine ClC1=CC=C(C2=CC=CC=C12)N[C@@H](C)C(=O)O